N1(CCC1)C(=O)O.O=C1NC(CCC1C=1C=C(OC2CN(C2)C(=O)OC(C)(C)C)C=CC1)=O tert-butyl 3-[3-(2,6-dioxo-3-piperidyl)phenoxy]azetidine-1-carboxylate azetidine-1-carboxylate